7-fluoro-3-((R)-2-oxo-5-((trifluoromethoxy)methyl)thiazol-3-yl)benzo[d]isoxazole-5-carbaldehyde FC1=CC(=CC=2C(=NOC21)N2C(SC(=C2)COC(F)(F)F)=O)C=O